3-[(2-hydroxyethyl)sulfonyl]-4-methylbenzoic acid OCCS(=O)(=O)C=1C=C(C(=O)O)C=CC1C